2,2,3,3-tetramethyl-4,7,10,13,16,19-hexaoxa-3-silahenicosan-21-yl 4-methylbenzenesulfonate CC1=CC=C(C=C1)S(=O)(=O)OCCOCCOCCOCCOCCOCCO[Si](C(C)(C)C)(C)C